3-(4-(1-Benzyl-5-isopropoxy-1H-benzo[d]imidazol-2-yl)-3-chlorophenoxy)propan-1-amine C(C1=CC=CC=C1)N1C(=NC2=C1C=CC(=C2)OC(C)C)C2=C(C=C(OCCCN)C=C2)Cl